(S)-7-Amino-3-(1-(but-2-ynoyl)piperidin-3-yl)-1-(4-(2,6-difluorophenoxy)phenyl)-1,5-dihydro-4H-pyrrolo[2,3-d]pyridazin-4-on NC1=NNC(C2=C1N(C=C2[C@H]2CN(CCC2)C(C#CC)=O)C2=CC=C(C=C2)OC2=C(C=CC=C2F)F)=O